(1s,3s)-3-((5-([1,2,4]triazolo[1,5-a]pyridin-7-yl)-4-methoxy-7H-pyrrolo[2,3-d]pyrimidin-2-yl)amino)-N,N,1-trimethylcyclobutane-1-carboxamide N=1C=NN2C1C=C(C=C2)C2=CNC=1N=C(N=C(C12)OC)NC1CC(C1)(C(=O)N(C)C)C